(morpholin-4-ylmethyl)-1,2,3,4-tetrahydroisoquinolin-5-ol N1(CCOCC1)CC1NCCC=2C(=CC=CC12)O